C(C)(C)(C)OC(=O)NCC1(CCN(CC1)C1=CN=C2C(=N1)N(N=C2OC=2C=C1C=CN(C1=CC2)C(=O)OC(C)(C)C)C2OCCCC2)C tert-butyl 5-((6-(4-(((tertbutoxycarbonyl)amino)methyl)-4-methylpiperidin-1-yl)-1-(tetrahydro-2H-pyran-2-yl)-1H-pyrazolo[3,4-b]pyrazin-3-yl)oxy)-1H-indole-1-carboxylate